F[C@@H]1[C@@H](C1)NC(=O)C1=CN=C2N1N=C(C=C2N(C)CC2=CC=C(C=C2)OC)N2CCC1=C(C=CC=C21)C2=NC=CC(=C2)F N-[(1R,2S)-2-fluorocyclopropyl]-6-[4-(4-fluoropyridin-2-yl)-2,3-dihydroindol-1-yl]-8-{[(4-methoxyphenyl)methyl](methyl)amino}imidazo[1,2-b]pyridazine-3-carboxamide